C(OC[C@H]1O[C@@]([C@@H]2OC(CCCC(O[C@@H]21)=O)=O)(C#N)C2=CC=C1C(=NC=NN12)N)(OC(CF)CF)=O ((7aR,8R,10R,10aR)-10-(4-aminopyrrolo[2,1-f][1,2,4]triazin-7-yl)-10-cyano-2,6-dioxooctahydro-2H-furo[3,4-b][1,4]dioxonin-8-yl)methyl (1,3-difluoropropan-2-yl) carbonate